N-[4-Fluoro-5-[1-(4-fluorophenyl)pyrazol-4-yl]-2-methylphenyl]pyrazolo[1,5-a]pyridine-3-carboxamide FC1=CC(=C(C=C1C=1C=NN(C1)C1=CC=C(C=C1)F)NC(=O)C=1C=NN2C1C=CC=C2)C